allylmyristate C(C=C)OC(CCCCCCCCCCCCC)=O